NC([C@H](CCC(=O)OC(C)(C)C)N1C(C2=CC(=C(C(=C2C1)F)C1(CCN(CC1)C(=O)OC(C)(C)C)O)F)=O)=O tert-butyl (S)-4-(2-(1-amino-5-(tert-butoxy)-1,5-dioxopentan-2-yl)-4,6-difluoro-1-oxoisoindolin-5-yl)-4-hydroxypiperidine-1-carboxylate